rac-N-[(3S,4R)-4-({[(1s,4S)-4-cyclobutylcyclohexyl]oxy}methyl)-7-methyl-6-oxo-1,3,4,6-tetrahydro-2H-quinolizin-3-yl]methanesulfonamide C1(CCC1)C1CCC(CC1)OC[C@H]1[C@H](CCC2=CC=C(C(N12)=O)C)NS(=O)(=O)C |r|